Cl.Cl.[N+](=[N-])=C1C2(C(=O)N(C2)C1)C diazo(N,N'-dimethyleneisobutyramide) dihydrochloride